ClC1=CC=C2C(=C(NC2=C1C#N)C1=NNC(=N1)C(F)(F)F)N1C=NC=C1 6-chloro-3-(1H-imidazol-1-yl)-2-(5-(trifluoromethyl)-1H-1,2,4-triazol-3-yl)-1H-indole-7-carbonitrile